ClC1=C(C=CC(=C1)[N+](=O)[O-])C1(COC1)C 3-(2-chloro-4-nitrophenyl)-3-methyloxetane